2-ethoxy-6,9-dichloroacridine C(C)OC1=CC2=C(C3=CC=C(C=C3N=C2C=C1)Cl)Cl